ethyl 4-[(3-chlorophenyl)methylamino]-6-(2-furyl)-2-(2-methoxyethylamino)pyrimidine-5-carboxylate ClC=1C=C(C=CC1)CNC1=NC(=NC(=C1C(=O)OCC)C=1OC=CC1)NCCOC